CSCCC(=O)C(=O)O 2-oxo-4-thiomethylbutyric acid